O1C=C(C=C1)C=1C(=NC(=NC1)NC1=CC=C(C=C1)C)NC1CCNCC1 5-(furan-3-yl)-N4-(piperidin-4-yl)-N2-(p-tolyl)pyrimidine-2,4-diamine